C1(CC1)[C@H](C)NC=1C2=C(N=C(N1)C1=C(C(=CC(=C1F)OC)OC)F)C=NC(=C2)N[C@H]2[C@H](COC2)NC(C=C)=O N-((3R,4S)-4-((4-(((S)-1-cyclopropyl-ethyl)amino)-2-(2,6-difluoro-3,5-dimethoxy-phenyl)pyrido[3,4-d]pyrimidin-6-yl)amino)tetrahydrofuran-3-yl)acrylamide